2-(1-(3-fluorophenyl)vinyl)-4,4,5,5-tetramethyl-1,3,2-dioxaborolane FC=1C=C(C=CC1)C(=C)B1OC(C(O1)(C)C)(C)C